(S)-2-(3-(1-(4-methyl-4H-1,2,4-triazol-3-yl)-2-(tetrahydro-2H-pyran-4-yl)ethyl)phenyl)-6-(((1-methylcyclobutyl)amino)methyl)-4-(trifluoromethyl)isoindolin-1-one CN1C(=NN=C1)[C@@H](CC1CCOCC1)C=1C=C(C=CC1)N1C(C2=CC(=CC(=C2C1)C(F)(F)F)CNC1(CCC1)C)=O